2-{[2-(trifluoromethyl)pyridin-4-yl]oxy}-6-azaspiro[3.5]nonane hydrochloride Cl.FC(C1=NC=CC(=C1)OC1CC2(C1)CNCCC2)(F)F